Rac-methyl (5aR,6S,7R,8R,8aR)-3-chloro-8-cyano-5a-(4-cyanophenyl)-8a-hydroxy-6-phenyl-5a,7,8,8a-tetrahydro-6H-cyclopenta[4,5]furo[3,2-b]pyridine-7-carboxylate ClC=1C=C2C(=NC1)[C@]1([C@@](O2)([C@@H]([C@H]([C@@H]1C#N)C(=O)OC)C1=CC=CC=C1)C1=CC=C(C=C1)C#N)O |r|